5-hydroxy-3-[2-({[1-(1H-imidazol-4-ylmethyl)-1H-indol-6-ylmethyl]-amino}-methyl)-1H-indol-3-yl]-2,3-dihydro-isoindol-1-one OC=1C=C2C(NC(C2=CC1)=O)C1=C(NC2=CC=CC=C12)CNCC1=CC=C2C=CN(C2=C1)CC=1N=CNC1